(R)-8-(4-chlorophenoxy)-N-((1R,5s,8s)-3-(6-methylpyrimidin-4-yl)-3-azabicyclo[3.2.1]oct-8-yl)-5,6,7,8-tetrahydro-[1,2,4]triazolo[1,5-a]pyridin-2-amine ClC1=CC=C(O[C@H]2C=3N(CCC2)N=C(N3)NC3[C@H]2CN(C[C@@H]3CC2)C2=NC=NC(=C2)C)C=C1